C1=NC=C(C2=CC=CC=C12)N1C(N(C[C@@H]1C#N)C=1C=NC(=NC1)C(F)(F)F)=O |r| Racemic-3-(isoquinolin-4-yl)-2-oxo-1-(2-(trifluoromethyl)pyrimidin-5-yl)imidazolidine-4-carbonitrile